6-(2,5-dichloropyrimidin-4-yl)-4-fluoro-1-(propan-2-yl)-1H-benzimidazole ClC1=NC=C(C(=N1)C=1C=C(C2=C(N(C=N2)C(C)C)C1)F)Cl